Tert-butyl (5-(4-methyl-4-(methylthio)piperidin-1-yl)-7-(N-(1-methylcyclopropyl)sulfamoyl)quinolin-2-yl)carbamate CC1(CCN(CC1)C1=C2C=CC(=NC2=CC(=C1)S(NC1(CC1)C)(=O)=O)NC(OC(C)(C)C)=O)SC